2-(4-(diethylamino)-2-hydroxyphenyl)benzo[d]oxazol C(C)N(C1=CC(=C(C=C1)C=1OC2=C(N1)C=CC=C2)O)CC